[Zn+2].[Sn+4].[O-2].[Al+3] aluminum oxide tin zinc